6-acetyl-2-[[5-[1-[[4-(chloromethyl)phenyl]methyl]-4-piperidyl]-2-pyridyl]amino]-8-cyclopentyl-5-methyl-pyrido[2,3-d]pyrimidin-7-one C(C)(=O)C1=C(C2=C(N=C(N=C2)NC2=NC=C(C=C2)C2CCN(CC2)CC2=CC=C(C=C2)CCl)N(C1=O)C1CCCC1)C